6-chloro-1-methyl-4-((3S,4R)-3-methyl-4-(methyl(4-(trifluoromethoxy)phenyl)amino)piperidin-1-yl)-2-oxo-1,2-dihydro-1,5-naphthyridine-3-carbonitrile ClC=1N=C2C(=C(C(N(C2=CC1)C)=O)C#N)N1C[C@@H]([C@@H](CC1)N(C1=CC=C(C=C1)OC(F)(F)F)C)C